COCCCN1CCC(CC1)O 1-(3-methoxypropyl)hexahydropyridine-4-ol